4-(2-aminoethyl)benzamide-4HCl Cl.Cl.Cl.Cl.NCCC1=CC=C(C(=O)N)C=C1